C1(CCCCC1)S(=O)(=O)N1[C@@H](CCCC1)C1=NC(=NO1)CCCC1=CC=C(CNC(OC(C)(C)C)=O)C=C1 tert-butyl (S)-(4-(3-(5-(1-(cyclohexylsulfonyl)piperidin-2-yl)-1,2,4-oxadiazol-3-yl) Propyl)benzyl)carbamate